2-(4-isopropoxyphenyl)-2,6-diazaspiro[3.3]heptane 2,2,2-trifluoroacetate FC(C(=O)O)(F)F.C(C)(C)OC1=CC=C(C=C1)N1CC2(C1)CNC2